(vinyl-2,2-d2)-ferrocene C(=C([2H])[2H])[C-]1C=CC=C1.[CH-]1C=CC=C1.[Fe+2]